C(C1=CC=CC=C1)OC1=C(C(=CC(=C1)OC(F)F)C)Br 1-(Benzyloxy)-2-bromo-5-(difluoromethoxy)-3-methylbenzene